C(C)(C)(C)C1=CC(=C(C(=C1)C)B1OC(C(O1)(C)C)(C)C)C 2-(4-tert-butyl-2,6-dimethyl-phenyl)-4,4,5,5-tetramethyl-1,3,2-dioxaborolane